(E)-6-((hydroxyimino)methyl)-2-azaspiro[3.3]heptane-2-carboxylic acid tert-butyl ester C(C)(C)(C)OC(=O)N1CC2(C1)CC(C2)/C=N/O